4-n-butyl-dodecahydropyrrolo[3,2-e]indole C(CCC)C1C2C(C3CCNC3C1)CCN2